CC(C(=O)SCCCCCCCCCCCC)(C)C S-dodecyl 2,2-dimethylthiopropionate